ethylenediamine samarium [Sm].C(CN)N